hydroxyethyl-octene OCCC=CCCCCCC